CC(CN(CC[C@@H](C(=O)O)NC=1C=NC=CC1)CCCCC1=NC=2NCCCC2C=C1)C (S)-4-(((R)-2-methylpropyl)(4-(5,6,7,8-tetrahydro-1,8-naphthyridin-2-yl)butyl)amino)-2-(pyridin-3-ylamino)butanoic acid